BrC=1C(=NN2C1C1CCC2C1)C1=NC=C(C=C1)F 3-Bromo-2-(5-fluoropyridin-2-yl)-4,5,6,7-tetrahydro-4,7-methanopyrazolo[1,5-a]pyridine